FC1([C@@H]([C@@H](N(C1)C(=O)C1CC(C1)F)CC=1C(=C(C=CC1)C1=C(C=CC(=C1)F)F)F)NS(=O)(=O)CC)F N-{(2S,3R)-4,4-difluoro-1-((1s,3R)-3-fluorocyclobutane-1-carbonyl)-2-[(2,2',5'-trifluoro[1,1'-biphenyl]-3-yl)methyl]-pyrrolidin-3-yl}ethanesulfonamide